N-[3-(2-chloro-5-fluorophenyl)-6-(1H-indol-2-yl)-1-oxo-2,3-dihydro-1H-isoindol-4-yl]-3-fluoro-5-(trifluoromethyl)benzamide 2-azaspiro[3.5]Nonan-2-carboxylate C1N(CC12CCCCC2)C(=O)O.ClC2=C(C=C(C=C2)F)C2NC(C1=CC(=CC(=C21)NC(C2=CC(=CC(=C2)C(F)(F)F)F)=O)C=2NC1=CC=CC=C1C2)=O